1-(4-methoxyphenyl)-3,4-diphenylpyrrole-2,5-dione COC1=CC=C(C=C1)N1C(C(=C(C1=O)C1=CC=CC=C1)C1=CC=CC=C1)=O